CC1=C(C(=CC=C1)C)NC(=O)[C@H]1NC[C@@H](C1)O (2S,4R)-N-(2,6-dimethylphenyl)-4-hydroxypyrrolidine-2-formamide